N-(2-(5-bromo-6-cyclopropylpyrazin-2-yl)propan-2-yl)-2-chloroacetamide BrC=1N=CC(=NC1C1CC1)C(C)(C)NC(CCl)=O